4-(2-bromo-4-chlorophenyl)dibenzofuran BrC1=C(C=CC(=C1)Cl)C1=CC=CC2=C1OC1=C2C=CC=C1